3,5-DIMETHYLBENZALDEHYDE CC=1C=C(C=O)C=C(C1)C